OC[C@H](C1=CC=CC=C1)NC=1NC(/C(/N1)=C/C=1C=C2C=NN(C2=CC1)C)=O (4Z)-2-[[(1S)-2-Hydroxy-1-phenyl-ethyl]amino]-4-[(1-methylindazol-5-yl)methylene]-1H-imidazol-5-one